C1(=CC=C(C=C1)C=1SC(=CC1)C1=CC=C(C=C1)C1=CC=CC=C1)C1=CC=CC=C1 2,5-bis([1,1'-biphenyl]-4-yl)thiophene